BrC1=NN(C(=C1C(F)(F)F)NC(OC(C)(C)C)=O)C tert-butyl (3-bromo-1-methyl-4-(trifluoromethyl)-1H-pyrazol-5-yl)carbamate